FC1=C2CNC(C2=CC(=C1F)CO)=O 4,5-difluoro-6-(hydroxymethyl)-2,3-dihydro-isoindol-1-one